C(C(C)C)NC1=NC(=CC2=C1N=C(N=C2)S(=O)C)C#N 8-(isobutylamino)-2-(methylsulfinyl)pyrido[3,4-d]pyrimidine-6-carbonitrile